3-(4-fluoro-2-methylphenoxy)-N-(2-methoxy-5-methylpyridin-4-yl)-6-(trifluoromethyl)pyridazine-4-carboxamide FC1=CC(=C(OC=2N=NC(=CC2C(=O)NC2=CC(=NC=C2C)OC)C(F)(F)F)C=C1)C